(R)-N-(1-(3-(difluoromethyl)-2-fluorophenyl)ethyl)-6-(4-isopropylpiperazin-1-yl)-2-methyl-7-(oxetan-3-yloxy)pyrido[2,3-d]pyrimidin-4-amine FC(C=1C(=C(C=CC1)[C@@H](C)NC=1C2=C(N=C(N1)C)N=C(C(=C2)N2CCN(CC2)C(C)C)OC2COC2)F)F